6,6-dideutero-4-[(4-methoxyphenyl)methyl]-1,4-oxaazepan-5-one [2H]C1(C(N(CCOC1)CC1=CC=C(C=C1)OC)=O)[2H]